N-(4-cyano-2-fluorophenyl)-6-(trifluoromethyl)-4,5,6,7-tetrahydro-1H-indole-3-sulfonamide C(#N)C1=CC(=C(C=C1)NS(=O)(=O)C1=CNC=2CC(CCC12)C(F)(F)F)F